Cl.N[C@@H]1C[C@H](C1)C1=CC(=NC(=N1)N)NC(C)C 6-(trans-3-aminocyclobutyl)-N4-isopropylpyrimidine-2,4-diamine hydrochloride